1-amino-2-(3-hydroxy-2,6-dimethylphenyl)-7-(1-methyl-1H-pyrazol-4-yl)-2,8-dihydro-9H-2,3,5,8-tetraazabenzo[cd]azulene-9-one NC=1N(C2=C3C(C=C(NC(C13)=O)C=1C=NN(C1)C)=NC=N2)C2=C(C(=CC=C2C)O)C